(S)-2-(5-(3-((2-chloro-5-((1-methyl-1H-pyrazol-3-yl)ethynyl)pyridin-4-yl)amino)butoxy)-1-methyl-1H-pyrazol-4-yl)pyrimidin-4-amine ClC1=NC=C(C(=C1)N[C@H](CCOC1=C(C=NN1C)C1=NC=CC(=N1)N)C)C#CC1=NN(C=C1)C